BrCC1=C(C(=C(CS(=O)(=O)C2=NOC(C2)(C)C)C(=C1F)F)F)F 3-((4-(bromomethyl)-2,3,5,6-tetrafluorobenzyl)sulfonyl)-5,5-dimethyl-4,5-dihydroisoxazole